diethylhexyl butylmalonate C(CCC)C(C(=O)OC(CCCCC)(CC)CC)C(=O)[O-]